OC=1C=C(C=CC1)C(CC(=O)NC1=C(C=C(C(=C1)C(F)(F)F)C)NC(OC(C)(C)C)=O)=O tert-Butyl 2-(3-(3-hydroxyphenyl)-3-oxopropanamido)-5-methyl-4-(trifluoromethyl)phenylcarbamate